5-(5-fluoro-6'-methyl-[3,4'-bipyridin]-2'-yl)-3-(5-fluoropyridin-2-yl)-1,2,4-oxadiazole FC=1C=C(C=NC1)C1=CC(=NC(=C1)C)C1=NC(=NO1)C1=NC=C(C=C1)F